1-Azaspiro[3.5]non-5,8-diene-2,7-dione N1C(CC12C=CC(C=C2)=O)=O